C(C)(C)(C)OC(=O)N[C@@H](CC1=CC=CC=C1)C(=O)OCC(CCCCCCCCC)CCCCCCCCC 2-Nonylundecyl (tert-butoxycarbonyl)-L-phenylalaninate